FC1=C(C(=CC=C1)O)B(O)O 2-FLUORO-6-HYDROXYPHENYLBORONIC ACID